N-(5-((1-(2-(1-(2-hydroxyethyl)-1H-pyrazol-4-yl)pyrazolo[5,1-b]thiazol-7-yl)vinyl)amino)-6-methylpyridin-3-yl)-2-(5-azaspiro[3.4]octan-5-yl)acetamide OCCN1N=CC(=C1)C1=CN2C(S1)=C(C=N2)C(=C)NC=2C=C(C=NC2C)NC(CN2C1(CCC1)CCC2)=O